N1-(8-amino-6-(5-amino-4-methylpyridin-3-yl)-7-fluoroisoquinolin-3-yl)-N5-(3-((2-(2,6-dioxopiperidin-3-yl)-1,3-dioxoisoindolin-4-yl)amino)propyl)glutaramide NC=1C(=C(C=C2C=C(N=CC12)NC(CCCC(=O)NCCCNC1=C2C(N(C(C2=CC=C1)=O)C1C(NC(CC1)=O)=O)=O)=O)C=1C=NC=C(C1C)N)F